1-(2,4-dimethylphenyl)guanidine CC1=C(C=CC(=C1)C)NC(=N)N